3-(5-(1,3,4-oxadiazol-2-yl)pyridin-3-yl)-4-(dimethylamino)phenol O1C(=NN=C1)C=1C=C(C=NC1)C=1C=C(C=CC1N(C)C)O